(2R,3R,4S,5R)-5-(4-amino-5-bromo-7H-pyrrolo[2,3-d]pyrimidin-7-yl)-4-fluoro-2-(hydroxymethyl)tetrahydrofuran-3-ol NC=1C2=C(N=CN1)N(C=C2Br)[C@H]2[C@H]([C@@H]([C@H](O2)CO)O)F